2-(5H-imidazo[5,1-a]isoindol-5-yl)-7-(methylsulfanyl)-3,4-dihydronaphthalen-1(2H)-one C=1N=CN2C1C1=CC=CC=C1C2C2C(C1=CC(=CC=C1CC2)SC)=O